2-amino-4-bromo-N-(4-methylpiperazin-1-yl)benzamide NC1=C(C(=O)NN2CCN(CC2)C)C=CC(=C1)Br